1-(4-benzyl-3-oxo-3,4-dihydro-2H-benzo[b][1,4]thiazin-6-yl)-3-(5-bromo-1H-pyrrolo[2,3-b]pyridin-3-yl)urea C(C1=CC=CC=C1)N1C2=C(SCC1=O)C=CC(=C2)NC(=O)NC2=CNC1=NC=C(C=C12)Br